4-(5-(benzyloxy)-2-bromopyrazolo[1,5-a]pyrimidin-7-yl)morpholine C(C1=CC=CC=C1)OC1=NC=2N(C(=C1)N1CCOCC1)N=C(C2)Br